formazan Glycidyl-acrylate C(C1CO1)OC(C=C)=O.N=NC=NN